C(C)(C)(C)OC(=O)N1CC(N(CC1)C1=CC(=NC=C1C(=O)OC)Cl)C 4-(2-chloro-5-methoxycarbonyl-4-pyridinyl)-3-methyl-piperazine-1-carboxylic acid tert-butyl ester